[N+](=O)([O-])C1=CC(=CC=C1)OC1=CC(=CC=C1)C(F)(F)F 1-nitro-3-[3-(trifluoromethyl)phenoxy]benzene